C1OCC12CN(C2)C2CCC(CC2)NC=2C=1C=C(N(C1C=CC2)CC(F)(F)F)C#CCNC2=C(C=C(C=C2)Cl)OC N-((1R,4R)-4-(2-oxa-6-azaspiro[3.3]heptan-6-yl)cyclohexyl)-2-(3-((4-chloro-2-methoxyphenyl)amino)prop-1-yn-1-yl)-1-(2,2,2-trifluoroethyl)-1H-indol-4-amine